(S)-1-(3-((S)-3-chloro-6a,7,9,10-tetrahydropyrazino[1,2-d]pyrido[3,2-b][1,4]thiazin-8(6H)-yl)-3-oxopropoxy)propan ClC1=CC=2SC[C@H]3N(C2N=C1)CCN(C3)C(CCOCCC)=O